OC1(COC1)CNC(=O)C=1SC=C(N1)C(=O)N1[C@H](CCC1)C (S)-N-((3-hydroxyoxetan-3-yl)methyl)-4-(2-methylpyrrolidine-1-carbonyl)thiazole-2-carboxamide